2-(2-aminoethylamino)-4-(methylamino)pyrimidine-5-carboxamide NCCNC1=NC=C(C(=N1)NC)C(=O)N